C(C1=CC=CC=C1)N1S(N(CC1)CCNC1=NC=CC(=N1)C1=C(N=C2OC=CN21)C2=CC=C(C=C2)F)(=O)=O 2-Benzyl-5-(2-((4-(6-(4-fluorophenyl)imidazo[2,1-b]oxazol-5-yl)pyrimidin-2-yl)amino)ethyl)-1,2,5-thiadiazolidin-1,1-dioxid